6-[[7-fluoro-2-(4-methyl-1,2,5-oxadiazol-3-yl)benzoimidazol-1-yl]methyl]pyridazine-3-carbonitrile FC1=CC=CC2=C1N(C(=N2)C2=NON=C2C)CC2=CC=C(N=N2)C#N